C(C)(C)(C)O[Ti] (t-butoxy)titanium